1',3',3'-trimethyl-6-nitro-4',7'-bis(4-pyridyl)-spiro[benzopyran-2,2'-indoline] CN1C2(C(C3=C(C=CC(=C13)C1=CC=NC=C1)C1=CC=NC=C1)(C)C)OC1=C(C=C2)C=C(C=C1)[N+](=O)[O-]